C(CC)(=O)OCC(COC(CC)=O)(CBr)CBr 2,2-bis(bromomethyl)propane-1,3-diyl dipropionate